NC1=C2C(=NC=N1)N(N=C2N2C(=CC1=CC=CC=C21)C(=O)NCCOC)C(C)(C)C (4-amino-1-tert-butyl-pyrazolo[3,4-d]pyrimidin-3-yl)-N-(2-methoxyethyl)-1H-indole-2-carboxamide